(R)-tert-butyl-4-(4-(1-(3-(difluoromethyl)-2-fluoro Phenyl)ethylamino)cinnolin-6-yl)-5,6-dihydropyridine-1(2H)-carboxylate C(C)(C)(C)OC(=O)N1CC=C(CC1)C=1C=C2C(=CN=NC2=CC1)N[C@H](C)C1=C(C(=CC=C1)C(F)F)F